7-morpholino-N-[(E)-m-tolylmethyleneamino]-2-(2-pyridyl)thiazolo[4,5-d]pyrimidin-5-amine O1CCN(CC1)C=1C2=C(N=C(N1)N/N=C/C=1C=C(C=CC1)C)N=C(S2)C2=NC=CC=C2